3-(4-bromo-5-(((1-(4-((9-cyclopentyl-8-(phenylamino)-9H-purin-2-yl)amino)phenyl)piperidine-4-yl)(methyl)amino)methyl)-1-oxoisoindolin-2-yl)piperidine-2,6-dione BrC1=C2CN(C(C2=CC=C1CN(C)C1CCN(CC1)C1=CC=C(C=C1)NC1=NC=C2N=C(N(C2=N1)C1CCCC1)NC1=CC=CC=C1)=O)C1C(NC(CC1)=O)=O